4-(3-butenyloxy-2-methoxypropyloxy)phenylacetic acid C(=CCC)OCC(COC1=CC=C(C=C1)CC(=O)O)OC